6-bromo-1-[(4-fluorophenyl)methyl]2-oxo-1,8-naphthyridine-3-carboxamide BrC=1C=C2C=C(C(N(C2=NC1)CC1=CC=C(C=C1)F)=O)C(=O)N